(E)-3-[5-chloro-2-(hydroxymethyl)phenyl]prop-2-enoic acid ethyl ester C(C)OC(\C=C\C1=C(C=CC(=C1)Cl)CO)=O